[Au]I Gold(I) iodid